ClC1=CC=C(C=C1)C=1OC2=C(N1)C(=CC(=C2)C=2C1=CC=CC=C1C=1C=CC=CC1C2)C=2C1=CC=CC=C1C=1C=CC=CC1C2 2-(4-chlorophenyl)-4,6-bis(phenanthren-9-yl)-benzoxazole